ClC1=C(C(=CC(=C1)F)Cl)C1=CC=C(C2=C1OCCCO2)C[C@@H]2N=C([C@H](N=C2OC)C(C)C)OC (2S,5R)-2-((9-(2,6-dichloro-4-fluorophenyl)-3,4-dihydro-2H-benzo[b][1,4]dioxepin-6-yl)methyl)-5-isopropyl-3,6-dimethoxy-2,5-dihydropyrazine